(S)-3-(((benzyloxy)carbonyl)amino)-5-((tert-butoxycarbonyl)amino)-2-oxopentanoic acid C(C1=CC=CC=C1)OC(=O)N[C@H](C(C(=O)O)=O)CCNC(=O)OC(C)(C)C